C(C1=CC=CC=C1)C1=C(C=CC=C1)C=1CCC(CC1)=O benzyl-(4'-oxo-2',3',4',5'-tetrahydro-[1,1'-biphenyl])